(2R,4S)-1-[(2R)-2-(4-cyclopropyltriazol-1-yl)-3,3-dimethyl-butanoyl]-N-[2-(2,5-dimethoxyphenyl)-2-hydroxy-1-methyl-ethyl]-4-hydroxy-pyrrolidine-2-carboxamide C1(CC1)C=1N=NN(C1)[C@@H](C(=O)N1[C@H](C[C@@H](C1)O)C(=O)NC(C(O)C1=C(C=CC(=C1)OC)OC)C)C(C)(C)C